ClC1=CC=2C3=C(C=NC2C(=C1C1=C(C=CC=C1O)F)F)N=NN3 8-Chloro-6-fluoro-7-(2-fluoro-6-hydroxyphenyl)-1H-[1,2,3]triazolo[4,5-c]quinoline